C(C)NC(=O)NC1=NOC(=C1)CN1CCC(CC1)C=1C(=NC(=CC1)N1N=CC=C1)F 1-ethyl-3-(5-((4-(2-fluoro-6-(1H-pyrazol-1-yl)pyridin-3-yl)piperidin-1-yl)methyl)isoxazol-3-yl)urea